C12(C(CCC(C1(C)C)C2)(C)O)O (-)-Pinandiol